C1(CC1)CCOC=1C=C(C=C(C1)S(=O)(=O)C)C=1C=C(C(N(C1)C)=O)C 5-[3-(2-cyclopropylethoxy)-5-methylsulfonylphenyl]-1,3-dimethylpyridin-2-one